tert-butyl (3S,4S)-4-(3-{2-[4-amino-5-(4-chloro-3-methoxyphenyl)-7-methyl-7H-pyrrolo[2,3-d]pyrimidin-6-yl]ethynyl}azetidin-1-yl)-3-hydroxypiperidine-1-carboxylate NC=1C2=C(N=CN1)N(C(=C2C2=CC(=C(C=C2)Cl)OC)C#CC2CN(C2)[C@@H]2[C@H](CN(CC2)C(=O)OC(C)(C)C)O)C